4-(5-cyclopropyl-1-methyl-1H-pyrazol-3-yl)aniline C1(CC1)C1=CC(=NN1C)C1=CC=C(N)C=C1